(S)-(-)-(1,1'-binaphthyl-2,2'-diyl)bis(diphenylphosphine) C1(=C(C=CC2=CC=CC=C12)P(C1=CC=CC=C1)C1=CC=CC=C1)C1=C(C=CC2=CC=CC=C12)P(C1=CC=CC=C1)C1=CC=CC=C1